C(C)(=O)OC(C(=O)NC1=CC(=C(C=C1)B1OC(C(O1)(C)C)(C)C)F)C1=CC(=CC(=C1)F)F 1-(3,5-difluorophenyl)-2-((3-fluoro-4-(4,4,5,5-tetramethyl-1,3,2-dioxaborolan-2-yl)phenyl)amino)-2-oxoethyl acetate